C(C([2H])([2H])[2H])C=1C(NC2=CC(=CN=C2C1)CN1CCC(=CC1)C1=NC=C(C=C1)F)=O 3-(ethyl-2,2,2-d3)-7-((5-fluoro-3',6'-dihydro-[2,4'-bipyridinyl]-1'(2'H)-yl)methyl)-1,5-naphthyridin-2(1H)-one